FC1=C(C(=C(C=C1OC)OC)F)C#C[Si](C)(C)C ((2,6-difluoro-3,5-dimethoxyphenyl)ethynyl)trimethylsilane